C(C)OC1=C(C=C(C(=O)NC2=CC(=CC=C2)[C@H](C)NC2=CN=C3C(=N2)N(N=C3)C)C=C1)C (S)-4-ethoxy-3-methyl-N-(3-(1-((1-methyl-1H-pyrazolo[3,4-b]pyrazin-6-yl)amino)ethyl)phenyl)benzamide